CC12CCC(C3=CC(=CC=C13)N)(CC2)C 1,4-dimethyl-1,2,3,4-tetrahydro-1,4-ethanonaphthalen-6-amine